CN(C=1N=C2N(C(C1C=O)=O)C=CC=C2C)C 2-DIMETHYLAMINO-9-METHYL-4-OXO-4H-PYRIDO[1,2-A]PYRIMIDINE-3-CARBALDEHYDE